N-(6-(4-Cyanocyclohexyl)thiazolo[4,5-b]pyrazin-2-yl)-4-(2-fluoro-6-methoxyphenyl)-6-methylnicotinamide C(#N)C1CCC(CC1)C=1N=C2C(=NC1)N=C(S2)NC(C2=CN=C(C=C2C2=C(C=CC=C2OC)F)C)=O